5-[4-[(2-methylpropan-2-yl)oxycarbonyl]piperazin-1-yl]pyridazine-3-carboxylic acid CC(C)(C)OC(=O)N1CCN(CC1)C=1C=C(N=NC1)C(=O)O